C1CN2C(=NN=C2C(F)(F)F)CN1C(=O)C[C@@H](CC3=CC(=C(C=C3F)F)F)N The molecule is a triazolopyrazine that exhibits hypoglycemic activity. It has a role as a serine proteinase inhibitor, a hypoglycemic agent, an EC 3.4.14.5 (dipeptidyl-peptidase IV) inhibitor, an environmental contaminant and a xenobiotic. It is a triazolopyrazine and a trifluorobenzene.